3-tert-butoxybenzyl alcohol C(C)(C)(C)OC=1C=C(CO)C=CC1